FC1=C2CCN(C2=CC(=C1)F)CC=1C=C(C=C2C(C=C(OC12)N1CCOCC1)=O)C(=O)N1CC(C1)(C)C 8-((4,6-difluoroindolin-1-yl)methyl)-6-(3,3-dimethylazetidine-1-carbonyl)-2-morpholino-4H-chromen-4-one